BrC=1C=C2C(=NC1)N=C(O2)N 6-bromooxazolo[4,5-b]pyridin-2-amine